CC(C)(C)S(=O)N 2-methylpropane-2-(R)-sulfinamide